methyl 1-[2-amino-6-(furan-2-yl)pyrimidin-4-yl]-1,2,3-benzotriazole-5-carboxylate NC1=NC(=CC(=N1)N1N=NC2=C1C=CC(=C2)C(=O)OC)C=2OC=CC2